(3-((Benzyloxy)methyl)-4-ethyl-5-oxo-4,5-dihydro-1H-1,2,4-triazol-1-yl)-4-(1-methylcyclopropyl)isoquinolin-1(2H)-one C(C1=CC=CC=C1)OCC1=NN(C(N1CC)=O)N1C(C2=CC=CC=C2C(=C1)C1(CC1)C)=O